N[C@@H](C)C(=O)N[C@@H](CO)C(=O)O L-alanyl-L-serine